C1(=CC=CC=C1)S(=O)(=O)OSC1=C(C=C(C=C1)C)C (2,4-dimethylphenyl mercapto) benzenesulfonate